O=C1OC2=CC=CC=C2C=C1CC(=O)O (2-oxo-2H-chromen-3-yl)acetic acid